BrC1=C2CN(C(C2=CC=C1CN1CCN(CC1)C1CCN(CC1)C1=CC=C(C=C1)NC1=NC=C2N=C(N(C2=N1)C1CCCC1)NC1=CC=CC=C1)=O)C1C(NC(CC1)=O)=O 3-(4-bromo-5-((4-(1-(4-((9-cyclopentyl-8-(phenylamino)-9H-purin-2-yl)amino)phenyl)piperidine-4-yl)piperazin-1-yl)methyl)-1-oxoisoindolin-2-yl)piperidine-2,6-dione